ClC[C@@H](COC1=C(C=C(C=C1Cl)S(=O)(=O)C1=CC=C(C=C1)OC[C@@H](COC)O)Cl)O (R)-1-chloro-3-(2,6-dichloro-4-((4-((R)-2-hydroxy-3-methoxypropoxy)phenyl)sulfonyl)phenoxy)propan-2-ol